FC1=CC=C2C(=NN(C2=C1)C)C(=O)NC=1C=C(C(=O)OC)C=CC1N1CCCCC1 methyl 3-(6-fluoro-1-methyl-1H-indazole-3-carboxamido)-4-(piperidin-1-yl)benzoate